(1R,4s)-4-(2-((3R,4S)-3-fluorotetrahydro-2H-pyran-4-ylamino)-8-(2,4,6-trifluorophenylamino)-9H-purin-9-yl)cyclohexanecarboxamide F[C@H]1COCC[C@@H]1NC1=NC=C2N=C(N(C2=N1)C1CCC(CC1)C(=O)N)NC1=C(C=C(C=C1F)F)F